Hexanoic acid, 2-phenylethyl ester C(CCCCC)(=O)OCCC1=CC=CC=C1